1-[6-amino-2-benzyloxy-5-(3-methoxy-2,6-dimethyl-phenyl)pyrrolo[2,3-b]Pyrazin-7-yl]Ethanone NC1=C(C=2C(=NC=C(N2)OCC2=CC=CC=C2)N1C1=C(C(=CC=C1C)OC)C)C(C)=O